COC=1C=C(C=CC1OC1CCN(CC1)CC1CCNCC1)C1=CN(C(C2=CN=CC=C12)=O)C 4-(3-methoxy-4-((1-(piperidin-4-ylmethyl)piperidin-4-yl)oxy)phenyl)-2-methyl-2,7-naphthyridin-1(2H)-one